ClC1=C2C[C@@H]([C@H](C2=CC(=C1)Cl)OC1=C(C=CC=C1)F)N1C[C@@H](CCC1)N(C)C 4-[[(1s,2s)-4,6-dichloro-2-[(3R)-3-(dimethylamino)piperidin-1-yl]-2,3-dihydro-1H-inden-1-yl]oxy]-3-fluorobenzene